5-bromo-7-[3-(1-ethyl-3-methyl-1H-pyrazol-5-yl)-1H-1,2,4-triazol-5-yl]-3-methyl-1H-indazole BrC=1C=C2C(=NNC2=C(C1)C1=NC(=NN1)C1=CC(=NN1CC)C)C